CN(C(/C=C/CC[C@H](C(=O)NC1=NC=CN(C1=O)CC=1N(C2=CC=C(C=C2C1)F)CC1=CC=C(C=C1)F)CN(C([O-])=O)C)=O)C (S,E)-7-(Dimethylamino)-1-((4-((5-fluoro-1-(4-fluorobenzyl)-1H-indol-2-yl)methyl)-3-oxo-3,4-dihydropyrazin-2-yl)amino)-1,7-dioxohept-5-en-2-yl-dimethylcarbamat